C(C1=CC=CC=C1)NC(=O)C1=C(C(=C(C(=C1)Cl)Cl)C(=O)NC1=NC=C(C=C1)Cl)F N1-benzyl-4,5-dichloro-N3-(5-chloropyridin-2-yl)-2-fluorobenzene-1,3-dicarboxamide